1-bromo-2-(4-chlorophenoxy)benzene BrC1=C(C=CC=C1)OC1=CC=C(C=C1)Cl